mono-methyl aminophthalate NC1=C(C(C(=O)OC)=CC=C1)C(=O)[O-]